FC=1C(=C2C(=NC(=NN2C1)NC1CCN(CC1)C1COC1)OC([2H])([2H])[2H])C=1C=CC2=C(N(N=N2)CCF)C1 6-fluoro-5-(1-(2-fluoroethyl)-1H-benzo[d][1,2,3]triazol-6-yl)-4-(methoxy-d3)-N-(1-(oxetan-3-yl)piperidin-4-yl)pyrrolo[2,1-f][1,2,4]triazin-2-amine